(5S)-1-ethyl-4,5,6,7-tetrahydro-1H-indazol-5-amine C(C)N1N=CC=2C[C@H](CCC12)N